propan-2-enoate C(C=C)(=O)[O-]